1-(2-piperazin-1-ylethyl)-5-({2-[6-(2,2,2-trifluoroethyl)quinazolin-4-yl]-2,7-diazaspiro[3.5]non-7-yl}methyl)-1H-indole-2-carbonitrile hydrochloride Cl.N1(CCNCC1)CCN1C(=CC2=CC(=CC=C12)CN1CCC2(CN(C2)C2=NC=NC3=CC=C(C=C23)CC(F)(F)F)CC1)C#N